C(CCC)S=C(C1=CC=CC=C1)[O-] S-butylthiobenzoate